C(C)C1(CC(C1)(C1CCCCC1)CC)C1CCCCC1 2,4-diethyl-2,4-dicyclohexylcyclobutane